3-chloro-1,2-phenylenediamine ClC=1C(=C(C=CC1)N)N